COC1=CC=C(COCC=2C=C(C=O)C=CC2B2OC(C(O2)(C)C)(C)C)C=C1 3-(((4-methoxybenzyl)oxy)methyl)-4-(4,4,5,5-tetramethyl-1,3,2-dioxaborolan-2-yl)benzaldehyde